tert-butyl 3-(4-bromopyridin-2-yl)-3-methoxyazetidine-1-carboxylate BrC1=CC(=NC=C1)C1(CN(C1)C(=O)OC(C)(C)C)OC